NC1=CC(=C2C(N(CCCCC[C@@](C3=NN=C(C1=N2)O3)(C(F)(F)F)O)CC(C3CC3)C3CC3)=O)C(F)(F)F (6R)-17-amino-12-(2,2-dicyclopropylethyl)-6-hydroxy-6,15-bis(trifluoromethyl)-19-oxa-3,4,12,18-tetrazatricyclo[12.3.1.12,5]nonadeca-1(18),2,4,14,16-pentaen-13-one